5-(difluoromethyl)-3-hydroxy-2-methylbenzonitrile FC(C=1C=C(C(=C(C#N)C1)C)O)F